N-((1S)-1-(6-((4,5-Dichloro-2,3-dihydro-1H-inden-2-yl)amino)pyridin-3-yl)-2,2,2-trifluoroethyl)-N-methylpivalamide ClC1=C2CC(CC2=CC=C1Cl)NC1=CC=C(C=N1)[C@@H](C(F)(F)F)N(C(C(C)(C)C)=O)C